(2R,4s)-1-[(2R)-2-(4-cyclopropyl-triazol-1-yl)-3,3-dimethyl-butyryl]-4-hydroxy-N-[1-(5-methyl-1,3,4-oxadiazol-2-yl)ethyl]pyrrolidine-2-carboxamide C1(CC1)C=1N=NN(C1)[C@@H](C(=O)N1[C@H](C[C@@H](C1)O)C(=O)NC(C)C=1OC(=NN1)C)C(C)(C)C